C(C)OC(=O)C1=CC(=NN1)C(CCO)C1=CC=CC=C1 3-(3-hydroxy-1-phenyl-propyl)-1H-pyrazole-5-carboxylic acid ethyl ester